FC1=CC=C2C(N(C(N(C2=C1)CC1=CC=C(C=C1)/C=C/C(=O)NO)=O)CCC1=CC=CC=C1)=O (E)-3-(4-((7-fluoro-2,4-dioxo-3-phenethyl-3,4-dihydroquinazolin-1(2H)-yl)methyl)phenyl)-N-hydroxyacrylamide